N-acryloyl-2-amino-2-hydroxymethylpropane-1,3-diol C(C=C)(=O)NC(CO)(CO)CO